CC1=CCC(CC1)(C(C)C)O Terpinene-4-OL